S(CCC(=O)OCCCCCCCCCCCCC)CCC(=O)OCCCCCCCCCCCCC ditridecyl thio-dipropionate